tert-butyl (2-(2-(6-(azidomethyl)nicotinamido)ethoxy)ethyl)carbamate N(=[N+]=[N-])CC1=NC=C(C(=O)NCCOCCNC(OC(C)(C)C)=O)C=C1